7-cyano-3-fluoro-5-isopropylbenzo[b]thiophene-2-carboxamide C(#N)C1=CC(=CC2=C1SC(=C2F)C(=O)N)C(C)C